6-(1-methyl-1H-pyrazol-5-yl)imidazo[1,2-a]pyrimidine-2-carboxylic acid CN1N=CC=C1C=1C=NC=2N(C1)C=C(N2)C(=O)O